(2R,4R)-1-(3-chloro-2-fluorobenzyl)-2-ethyl-4-((3-fluoro-6-((5-methyl-1H-pyrazol-3-yl)amino)-4-(oxetan-3-yl)pyridin-2-yl)meth-yl)piperidine-4-carboxylic acid ClC=1C(=C(CN2[C@@H](C[C@@](CC2)(C(=O)O)CC2=NC(=CC(=C2F)C2COC2)NC2=NNC(=C2)C)CC)C=CC1)F